CN1C(=NC2=C1C=C(C(=C2)C2=CC=CN1C(=CC=C21)C(=O)C2=CC(=C(C(=C2)F)NC(\C=C\CNC2C(CCCC2)O)=O)F)C(F)(F)F)C (E)-N-(4-(8-(1,2-dimethyl-6-(trifluoromethyl)-1H-benzo[d]imidazol-5-yl)indolizine-3-carbonyl)-2,6-difluorophenyl)-4-((2-hydroxycyclohexyl)amino)but-2-enamide